(Z)-5-(2,3-bis(t-butoxycarbonyl)guanidino)pentanoic acid C(C)(C)(C)OC(=O)\N=C(\NCCCCC(=O)O)/NC(=O)OC(C)(C)C